2-(3-bromophenyl)-2-((4-methyl-4H-1,2,4-triazol-3-yl)methyl)propane-1,3-diol BrC=1C=C(C=CC1)C(CO)(CO)CC1=NN=CN1C